2-(3,3,3-trifluoro-1-(2-phenyl-1H-indol-3-yl)propyl)benzenesulfonyl fluoride FC(CC(C1=C(NC2=CC=CC=C12)C1=CC=CC=C1)C1=C(C=CC=C1)S(=O)(=O)F)(F)F